4-(5-Methoxy-1-phenyl-3,4-dihydro-1H-isoquinolin-2-yl)-4-oxo-N-[[3-(trifluoromethyl)phenyl]methyl]butyric acid amide COC1=C2CCN(C(C2=CC=C1)C1=CC=CC=C1)C(CCC(=O)NCC1=CC(=CC=C1)C(F)(F)F)=O